OC1(CC(C1)NC(=S)NC(OC(C)(C)C)=O)C tert-Butyl N-[(3-hydroxy-3-methylcyclobutyl)carbamothioyl]carbamate